CN1COC(=C1C)C(=O)O 3,4-dimethyloxazole-5-carboxylic acid